FC1(C(NC(C2=CC(=CC(=C12)C)C)=O)O)F 4,4-difluoro-3-hydroxy-5,7-dimethyl-3,4-dihydroisoquinolin-1(2H)-one